5-propynyl-2'-deoxy uridine-5'-triphosphate P(O)(=O)(OP(=O)(O)OP(=O)(O)O)OC[C@@H]1[C@H](C[C@@H](O1)N1C(=O)NC(=O)C(=C1)C#CC)O